octane-1,5-diol C(CCCC(CCC)O)O